C(C([2H])([2H])[2H])(C1=C(C(=C(C(=C1[2H])[2H])NC(=O)NC1=CNC2=C(C(=C(C(=C12)[2H])[2H])[2H])[2H])[2H])[2H])([2H])[2H] 1-(4-(Ethyl-d5)phenyl-2,3,5,6-d4)-3-(1H-indol-3-yl-4,5,6,7-d4)urea